FC1=C(C(=CC=C1)F)C=1C(=C(N=NC1)C(=O)N)NC1=CC=C(C=C1)C1(COC1)O (2,6-difluorophenyl)-4-((4-(3-hydroxyoxetan-3-yl)phenyl)amino)pyridazine-3-carboxamide